FC=1C(=C(C=CC1F)[C@@H](O)[C@H]1O[C@H]([C@H]2[C@@H]1OC(O2)(C)C)N2C=CC1=C2N=CN=C1Cl)OCOC (R)-[3,4-difluoro-2-(methoxymethoxy)phenyl]-[(3aR,4R,6R,6aR)-4-(4-chloropyrrolo[2,3-d]pyrimidin-7-yl)-2,2-dimethyl-3a,4,6,6a-tetrahydrofuro[3,4-d][1,3]dioxol-6-yl]methanol